tert-Butyl N-[(1R)-1-[[4-bromo-3-(trifluoromethoxy)phenyl]carbamoyl]-3-methyl-butyl]carbamate BrC1=C(C=C(C=C1)NC(=O)[C@@H](CC(C)C)NC(OC(C)(C)C)=O)OC(F)(F)F